4-[(5-fluoro-4-(hydroxymethyl)-6-[(5-methyl-1H-pyrazol-3-yl)amino]pyrimidin-2-yl)amino]adamantan-1-ol FC=1C(=NC(=NC1NC1=NNC(=C1)C)NC1C2CC3(CC(CC1C3)C2)O)CO